C(C#CC(=O)O)(=O)O.CN1N=C2C(C(N(C=3C(=CC=CC23)NC2=C(N=NC=C2)C(=O)NC([2H])([2H])[2H])C)([2H])[2H])=N1 4-((2,5-dimethyl-4,5-dihydro-2H-[1,2,3]triazolo[4,5-c]quinolin-6-yl-4,4-d2)amino)-N-(methyl-d3)pyridazine-3-carboxamide butyne-1,4-dioate